ClC1=C(C=C(C=C1)NC(=O)C=1N=NN(C1C)CC1=CC(=C(C=C1)Cl)Cl)CO N-[4-chloro-3-(hydroxymethyl)phenyl]-1-[(3,4-dichlorophenyl)methyl]-5-methyl-1H-1,2,3-triazole-4-carboxamide